O1C(=CC=C1)C1=NC(=NC(=C1)N1C(=NC2=C1C=CC(=C2)OCC2CCNCC2)C2=CC=NC=C2)N 4-(furan-2-yl)-6-[5-(piperidin-4-ylmethoxy)-2-(pyridin-4-yl)-1,3-benzodiazole-1-yl]pyrimidin-2-amine